chromium oxide HYDRATE O.[O-2].[Cr+3].[O-2].[O-2].[Cr+3]